N-((3R,4R)-4-(heptyloxy)pyrrolidin-3-yl)heptanamide C(CCCCCC)O[C@H]1[C@@H](CNC1)NC(CCCCCC)=O